tert-Butyl 3-(1-(2-fluoro-4-(trifluoromethyl)phenoxy)ethyl)azetidine-1-carboxylate FC1=C(OC(C)C2CN(C2)C(=O)OC(C)(C)C)C=CC(=C1)C(F)(F)F